C(C)(C)(C)C1(CC(=CC=C1O)C(C)(C)C)C 2,4-di-tert-butyl-cresol